FC1=C(C=CC(=C1)F)C1=NC=C(C=N1)C=O (2,4-difluorophenyl)-pyrimidine-5-carbaldehyde